1-(3-((2-((1-(1-isopropyl-d7-piperidin-4-yl)-1H-pyrazol-4-yl)amino)-5-(trifluoromethyl)pyrimidin-4-yl)amino)propyl)piperidin-2-one C(C([2H])([2H])[2H])(C([2H])([2H])[2H])(N1CCC(CC1)N1N=CC(=C1)NC1=NC=C(C(=N1)NCCCN1C(CCCC1)=O)C(F)(F)F)[2H]